4-fluoro-2-(5-{[(1R,2S,3S,5S)-2-fluoro-1,5-dimethyl-9-azabicyclo[3.3.1]nonan-3-yl](methyl)amino}pyrazin-2-yl)-5-(1-methyl-1H-pyrazol-3-yl)phenol FC1=CC(=C(C=C1C1=NN(C=C1)C)O)C1=NC=C(N=C1)N(C)[C@@H]1[C@@H]([C@]2(CCC[C@@](C1)(N2)C)C)F